4-hydroxy-1,3-dinitrobenzene OC1=C(C=C(C=C1)[N+](=O)[O-])[N+](=O)[O-]